2-(3-methyloxetane-3-carboxamido)butanoic acid CC1(COC1)C(=O)NC(C(=O)O)CC